2-amino-3-carbamoyl-1-(5-methoxy-2-methyl-phenyl)pyrrolo[2,3-b]quinoxaline NC1=C(C=2C(=NC3=CC=CC=C3N2)N1C1=C(C=CC(=C1)OC)C)C(N)=O